N-Boc-butylenediamine C(=O)(OC(C)(C)C)NCCCCN